10-((4-chloro-2-oxopyridin-1(2H)-yl)methyl)-7-azaspiro[4.5]Decane-7-carboxylic acid tert-butyl ester C(C)(C)(C)OC(=O)N1CC2(CCCC2)C(CC1)CN1C(C=C(C=C1)Cl)=O